N-((3R,4S)-4-((6-(2,6-dichloro-3,5-di-methoxyphenyl)-8-(((1-(2-methoxy-ethyl)-1H-pyrazol-4-yl)methyl)amino)pyrido[3,4-d]pyrimidin-2-yl)amino)tetrahydrofuran-3-yl)acrylamide ClC1=C(C(=C(C=C1OC)OC)Cl)C1=CC2=C(N=C(N=C2)N[C@H]2[C@H](COC2)NC(C=C)=O)C(=N1)NCC=1C=NN(C1)CCOC